((1H-pyrrolo[3,2-c]pyridin-2-yl)methyl)-2-((5-((dibenzo[b,d]furan-2-ylmethyl)amino)-6-methyl-2-phenylpyrimidin-4-yl)oxy)acetamide N1C(=CC=2C=NC=CC21)CC(C(=O)N)OC2=NC(=NC(=C2NCC2=CC1=C(OC3=C1C=CC=C3)C=C2)C)C2=CC=CC=C2